BrC=1C=C(CN2N=C(N=C2NC2=CC=C(C=C2)Cl)N)C=CC1 1-(3-bromobenzyl)-N5-(4-chlorophenyl)-1H-1,2,4-triazole-3,5-diamine